C(C)OC1=CC=C(C=C1)C1=CC=2C(=CN=CC2)N1 2-(4-ethoxyphenyl)-1H-pyrrolo[2,3-c]pyridine